C(C)C=1C=CC(=NC1OC)C1(CC(C1)=O)C#N 1-(5-ethyl-6-methoxypyridin-2-yl)-3-oxocyclobutane-1-carbonitrile